2,2,2-Trifluoro-N-(6-(6'-methyl-[2,2'-bipyridin]-3-yl)imidazo[1,2-a]pyridin-3-yl)acetamid FC(C(=O)NC1=CN=C2N1C=C(C=C2)C=2C(=NC=CC2)C2=NC(=CC=C2)C)(F)F